sodium N-lauroyl-L-tryptophan sodium [Na].C(CCCCCCCCCCC)(=O)N[C@@H](CC1=CNC2=CC=CC=C12)C(=O)O.[Na]